1-(4-aminomethylbenzyl)-4-piperidinol NCC1=CC=C(CN2CCC(CC2)O)C=C1